F[C@@]1(CN(CC[C@@H]1O)C=1N=NC=C(N1)NC=1N=CC2=C(N=CC(=C2C1)C(C)C)N1[C@@H](CC1)C)C (3R,4S)-3-fluoro-1-(5-((5-isopropyl-8-((R)-2-methylazetidin-1-yl)-2,7-naphthyridin-3-yl)amino)-1,2,4-triazin-3-yl)-3-methylpiperidin-4-ol